BrC1=C2CCN(C2=CC=C1)CCCN1CC(CC1)F 4-bromo-1-(3-(3-fluoropyrrolidin-1-yl)propyl)indoline